N-1H-indazol-4-yl-N'-[(1R)-5-piperidin-1-yl-2,3-dihydro-1H-inden-1-yl]urea N1N=CC2=C(C=CC=C12)NC(=O)N[C@@H]1CCC2=CC(=CC=C12)N1CCCCC1